Tri-methoxy-silane CO[SiH](OC)OC